CC1=C(C(=C(C1(C)[Hf]C1(C=CC2=CC=3CCCC3C=C12)CC(C)C)C)C)C (pentamethylcyclopentadienyl)(1-isobutyl-1,5,6,7-tetrahydro-s-indacenyl)hafnium